1,3-dioxoisoindolin-2-yl 3-(pyridin-4-yl)bicyclo[1.1.1]pentane-1-carboxylate N1=CC=C(C=C1)C12CC(C1)(C2)C(=O)ON2C(C1=CC=CC=C1C2=O)=O